Methyl 3α,7α-dimethoxymethyloxy-6α-ethyl-23-oxo-5β-cholan-24-oate COCO[C@H]1C[C@H]2[C@H]([C@H]([C@H]3[C@@H]4CC[C@H]([C@@H](CC(C(=O)OC)=O)C)[C@]4(CC[C@@H]3[C@]2(CC1)C)C)OCOC)CC